Di-(1-naphthoyl)peroxide C1(=CC=CC2=CC=CC=C12)C(=O)OOC(=O)C1=CC=CC2=CC=CC=C12